tripentaerythritol octa(3-mercaptopropionate) SCCC(=O)OCC(COC(CCS)=O)(COCC(COC(CCS)=O)(COCC(COC(CCS)=O)(COC(CCS)=O)COC(CCS)=O)COC(CCS)=O)COC(CCS)=O